CC(C)(C(CC1=C(C=CC(=C1)N)C(=O)OC)O)O The molecule is a benzoate ester that is methyl 4-aminobenzoate substituted by a 2,3-dihydroxy-3-methylbutyl group at position 2. It is isolated from the wood-decayed fungus Xylaria sp.BCC9653 and exhibits potent cytotoxicity against African green monkey kidney fibroblast (Vero) cells. It has a role as a metabolite. It is an aromatic amine, a primary amino compound, a benzoate ester, a tertiary alcohol, a secondary alcohol and a diol.